Methyl 5-methoxy-3,4-dihydro-2H-pyrrole-2-carboxylate COC=1CCC(N1)C(=O)OC